ClC1=NC=C(C(=C1)NC1CCC(CC1)CN(C)C)I 2-chloro-N-((1s,4s)-4-((dimethylamino)methyl)cyclohexyl)-5-iodopyridin-4-amine